N-[3-[2-(difluoromethoxy)-5-isopropylsulfanyl-phenyl]-1-[2-(4-methylpiperazin-1-yl)-2-oxo-ethyl]pyrazol-4-yl]pyrazolo[1,5-a]pyrimidine-3-carboxamide FC(OC1=C(C=C(C=C1)SC(C)C)C1=NN(C=C1NC(=O)C=1C=NN2C1N=CC=C2)CC(=O)N2CCN(CC2)C)F